(S)-8-((3S,5R)-3,5-dimethylpiperazin-1-yl)-11-(4-fluorophenyl)-3-(2-methoxyethoxy)-10-(trifluoromethyl)-3,4-dihydro-2H,6H-[1,4]thiazepino[2,3,4-ij]quinazolin-6-one C[C@H]1CN(C[C@H](N1)C)C1=NC(N2C3=C(C(=C(C=C13)C(F)(F)F)C1=CC=C(C=C1)F)SC[C@H](C2)OCCOC)=O